6-chloro-3-fluoro-8-((1S,2S)-2-(1-(2,2,2-trifluoroethyl)-1H-indazol-5-yl)cyclopropyl)imidazo[1,2-b]pyridazine ClC=1C=C(C=2N(N1)C(=CN2)F)[C@@H]2[C@H](C2)C=2C=C1C=NN(C1=CC2)CC(F)(F)F